sodium icosane CCCCCCCCCCCCCCCCCCCC.[Na]